BrC=1N(C2=NC=NC(=C2N1)N)CC(C)C 8-bromo-9-isobutyl-9H-purin-6-amine